1-(1-tert-butoxycarbonyl-4-piperidylacetyl)-4-mesyloxypiperidine C(C)(C)(C)OC(=O)N1CCC(CC1)CC(=O)N1CCC(CC1)OS(=O)(=O)C